FC1=CC=CC2=C1[C@@H](CC1=C(O2)C=CC=C1)CNC |o1:7| (R*)-(9-fluoro-10,11-dihydrodibenzo[b,f]oxepin-10-yl)-N-methylmethanamine